[Ni]=O.[Ag] silver-nickel oxide